C(C)(C)(C)OC(=O)N1CCC2(CNC2C2=NC=NC=C2OC2=C(C=C(C=C2)F)C(=O)N2[C@@H](COC[C@H]2C)C)CC1 (5-(2-((3R,5R)-3,5-Dimethylmorpholine-4-carbonyl)-4-fluorophenoxy)pyrimidin-4-yl)-2,7-diazaspiro[3.5]nonane-7-carboxylic acid tert-butyl ester